C(C=C)(=O)OCCOP(=O)(O)O acryloyloxyethyldihydrogen-phosphat